C(C)[S@@](=O)(=N)C1=C(C=C2C[C@@H](N(C2=C1)C(=O)[C@@H]1CC2=CC=C(C=C2C1)C1=NC=CC=C1)C)F (S)-ethyl((S)-5-fluoro-2-methyl-1-((R)-5-(pyridin-2-yl)-2,3-dihydro-1H-indene-2-carbonyl)indolin-6-yl)(imino)-λ6-sulfanone